N-(4-chloro-6-morpholinopyrimidin-2-yl)-7-methoxy-6-nitroquinazolin-4-amine ClC1=NC(=NC(=C1)N1CCOCC1)NC1=NC=NC2=CC(=C(C=C12)[N+](=O)[O-])OC